BrC1=CC2=C(N(N=N2)C)C(=C1F)F 5-bromo-6,7-difluoro-1-methyl-benzotriazole